CC(C=CC1=C(CCCC1(C)C)C)=CC=CC(=CC=CC=C(C=CC=C(C=CC1=C(CCCC1(C)C)C)C)C)C 3,7,12,16-tetramethyl-1,18-bis(2,6,6-trimethyl-1-cyclohexenyl)-octadeca-1,3,5,7,9,11,13,15,17-nonaene